N-(5-cyclopropyl-1H-pyrazol-3-yl)-4-(furo[3,2-c]pyridin-4-yl)benzamide C1(CC1)C1=CC(=NN1)NC(C1=CC=C(C=C1)C1=NC=CC2=C1C=CO2)=O